t-hexylperOxypivalate C(C)(C)(CCC)CC(C(=O)O[O-])(C)C